8-benzyl-2,4-dichloro-6,7,8,9-tetrahydro-5H-pyrimido[4,5-c]azepin C(C1=CC=CC=C1)N1CC2=C(CCC1)C(=NC(=N2)Cl)Cl